C(C)NC(N)=O 3-ethylurea